FC=1C(=NNC1C)NC1=NC(=C2C=CC=NC2=C1)NC1CC2CCC(C1)N2CCC#N 3-((3-exo)-3-((7-((4-fluoro-5-methyl-1H-pyrazol-3-yl)amino)-1,6-naphthyridin-5-yl)amino)-8-azabicyclo[3.2.1]octan-8-yl)propionitrile